methyl 3-(((3-(5-(1H-benzo[d]imidazol-2-yl)thiophen-3-yl)benzyl)amino)methyl)benzoate N1C(=NC2=C1C=CC=C2)C2=CC(=CS2)C=2C=C(CNCC=1C=C(C(=O)OC)C=CC1)C=CC2